3-(2-nitrovinyl)pyridine [N+](=O)([O-])C=CC=1C=NC=CC1